ClC1=CC(=CS1)CNC=1C=2N=CN([C@H]3[C@H](O)[C@H](O)[C@@H](CO)O3)C2N=CN1 N6-[(5-chlorothien-3-yl)methyl]adenosine